N[C@H](C(O)C=1N=NN(N1)COCC[Si](C)(C)C)C (2S)-2-amino-1-(2-((2-(trimethylsilyl)ethoxy)methyl)-2H-tetrazol-5-yl)propan-1-ol